FC(OC1=C(C=CC(=C1)OC(F)F)C(\C=C\C1=CC(=CC=C1)O)=O)F (E)-1-[2,4-Bis(difluoromethoxy)phenyl]-3-(3-hydroxyphenyl)prop-2-en-1-one